BrCC=1C=C(C(=NC1)C#C[Si](C)(C)C)F 5-(bromomethyl)-3-fluoro-2-((trimethylsilyl)ethynyl)pyridine